ClC1=CC=C(C=C1)C1=CC(=NC(=N1)C=1C=NN(C1)C)C(=O)NCC1(CC1)C1=CC=C(C=C1)Cl (S)-6-(4-chlorophenyl)-N-(1-[1-(4-chlorophenyl)cyclopropyl]methyl)-2-(1-methyl-1H-pyrazol-4-yl)pyrimidine-4-formamide